(S)-N-(3-(1-((2-ethyl-2H-pyrazolo[3,4-b]pyrazin-6-yl)amino)ethyl)phenyl)-2-methylisoindoline-5-carboxamide C(C)N1N=C2N=C(C=NC2=C1)N[C@@H](C)C=1C=C(C=CC1)NC(=O)C=1C=C2CN(CC2=CC1)C